1,1'-(cyclohexane-1,1-diylbis(ethane-2,1-diyl))bis(1-ethylpyrrolidine-1-ium) hydroxide [OH-].C1(CCCCC1)(CC[N+]1(CCCC1)CC)CC[N+]1(CCCC1)CC.[OH-]